24-(4-((5-(trifluoromethyl)-1H-pyrazol-1-yl)methyl)benzyl)-1,7,13,19-tetraoxa-4,10,16,22-tetraazacyclotetracosane FC(C1=CC=NN1CC1=CC=C(CC2CNCCOCCNCCOCCNCCOCCNCCO2)C=C1)(F)F